(6-amino-2-methylpyridin-3-yl)boronic acid NC1=CC=C(C(=N1)C)B(O)O